C1(CC1)C1=NC2=CC=C(C=C2C(=N1)N1CCC(CC1)C1=C(C=CC=C1)OC)N1C[C@@H](CC1)O (R)-1-{2-cyclopropyl-4-[4-(2-methoxy-phenyl)-piperidin-1-yl]-quinazolin-6-yl}-pyrrolidin-3-ol